ClC1=C(CNC2COC3(C2)CCN(CC3)C(=O)N3C[C@@H]2[C@@H](OCC(N2)=O)CC3)C=CC(=C1)F (4aR,8aS)-6-(3-((2-Chloro-4-fluorobenzyl)amino)-1-oxa-8-azaspiro[4.5]decane-8-carbonyl)hexahydro-2H-pyrido[4,3-b][1,4]oxazin-3(4H)-one